(R)-N-((S)-1-(4-(4-isopropyl-5-(8-methyl-[1,2,4]triazolo[1,5-a]pyridin-6-yl)-1H-pyrazol-3-yl)phenyl)ethyl)-N-methyl-1-(oxetan-3-yl)pyrrolidine-2-carboxamide C(C)(C)C=1C(=NNC1C=1C=C(C=2N(C1)N=CN2)C)C2=CC=C(C=C2)[C@H](C)N(C(=O)[C@@H]2N(CCC2)C2COC2)C